COCC12CCC(CC1)(CC2)CO (4-(methoxymethyl)bicyclo[2.2.2]oct-1-yl)methanol